4-(2-carbamoyl-6-(4-(4-fluorophenoxy)phenyl)pyridin-4-yl)-N-isopropylpiperazine-1-carboxamide C(N)(=O)C1=NC(=CC(=C1)N1CCN(CC1)C(=O)NC(C)C)C1=CC=C(C=C1)OC1=CC=C(C=C1)F